CC1(OB(OC1(C)C)C=1C=CC2=C(NS3(C2CCC3)=O)C1)C 7-(4,4,5,5-tetramethyl-1,3,2-dioxaborolan-2-yl)-1,2,3,9b-tetrahydrobenzo[c]thieno[2,1-e]isothiazole 4-oxide